C=1N=CN2C1C1=CC=CC=C1[C@H]2[C@H]2CCC1=C(N=C(O1)C)[C@@H]2O (4R,5R)-5-((R)-5H-Imidazo[5,1-a]isoindol-5-yl)-2-methyl-4,5,6,7-tetrahydrobenzo[d]oxazol-4-ol